ClC=1N=C(C=2C=CC=NC2C1)NC1CC2CCC(C1)N2CCF 7-chloro-N-((3-exo)-8-(2-fluoroethyl)-8-azabicyclo[3.2.1]oct-3-yl)-1,6-naphthyridin-5-amine